C(=C)C1=NN=C(S1)N1N=C2C=C(C=C(C2=C1)N1CCN(CC1)C(C(C)C)=O)S(=O)(=O)NC1(COC1)CF 2-(5-ethenyl-1,3,4-thiadiazol-2-yl)-N-[3-(fluoromethyl)oxetan-3-yl]-4-[4-(2-methylpropanoyl)piperazin-1-yl]indazole-6-sulfonamide